ethyl (6-bromo-1,2,3,4-tetrahydronaphthalen-1-yl)carbamate BrC=1C=C2CCCC(C2=CC1)NC(OCC)=O